C1(=CC=CC=C1)S(=O)(=O)C=1C=NC2=CC=CC=C2C1C1=CC=C(C=C1)C 3-(phenylsulfonyl)-4-(p-tolyl)quinoline